Cl.C(C)OC(=O)C1C(CNCC1)=O 3-oxo-piperidine-4-carboxylic acid ethyl ester hydrochloride